ClC1=C(C=C2C=C(N=CC2=C1)NC(=O)[C@@H]1CC12CC(C2)OCC)N2CCN(CC2)[C@@]2(COC[C@@H]2F)C (1R,2R)-N-[7-chloro-6-[4-((3R,4R)-4-fluoro-3-methyl-tetrahydrofuran-3-yl)piperazin-1-yl]-3-isoquinolyl]-5-ethoxy-spiro[2.3]hexane-2-carboxamide